C(=O)O.S1C2N(C=C1)C=CN2C(=O)N.S2C1N(C=C2)C=CN1C(=O)N Imidazo[2,1-b]Thiazole-7-carboxamide hemi-formate salt